7-bromo-2,6-difluoropyrrolo[1,2-a]quinoxalin-4(5H)-one BrC=1C(=C2NC(C=3N(C2=CC1)C=C(C3)F)=O)F